Methyl 3-(3-(4-(3-(2-chlorophenyl)ureido)phenoxy) azetidin-1-yl)-2-(1H-pyrrol-1-yl)benzoate ClC1=C(C=CC=C1)NC(NC1=CC=C(OC2CN(C2)C=2C(=C(C(=O)OC)C=CC2)N2C=CC=C2)C=C1)=O